tert-butyl 7-[[(1S)-1-[[(3R)-5,5-dimethyl-2-oxo-pyrrolidin-3-yl]methyl]-2-methoxy-2-oxo-ethyl]carbamoyl]-6-azaspiro[3.4]octane-6-carboxylate CC1(C[C@H](C(N1)=O)C[C@@H](C(=O)OC)NC(=O)C1N(CC2(CCC2)C1)C(=O)OC(C)(C)C)C